(S)-1-(3-(4H-1,2,4-triazol-3-yl)phenyl)-5-(butylsulfinyl)-1H-pyrazolo[3,4-b]pyridine N=1N=C(NC1)C=1C=C(C=CC1)N1N=CC=2C1=NC=C(C2)[S@@](=O)CCCC